CSC1=C(C(=C(CBr)C=C1)C)C 4-methylthio-2,3-dimethylbenzyl bromide